5-(3-methoxy-4-((5-methoxyisoindolin-2-yl)sulfonyl)phenyl)-1H-indazole COC=1C=C(C=CC1S(=O)(=O)N1CC2=CC=C(C=C2C1)OC)C=1C=C2C=NNC2=CC1